2-(benzotriazol-1-yl)-N-[(2,5-difluorophenyl)methyl]-N-[4-(1H-imidazol-4-yl)phenyl]acetamide N1(N=NC2=C1C=CC=C2)CC(=O)N(C2=CC=C(C=C2)C=2N=CNC2)CC2=C(C=CC(=C2)F)F